butenyl-trichlorosilane C(=CCC)[Si](Cl)(Cl)Cl